C1=NC=CC=2N1C=C(C2)CNC(OC(C)(C)C)=O tert-butyl (pyrrolo[1,2-c]pyrimidin-6-ylmethyl)carbamate